5-[1-(2-cyclopropyl-6-fluoro-phenyl)-piperidin-4-yl]-2-methyl-7-(2-trifluoromethyl-benzyl)-2,4,5,7-tetrahydro-pyrazolo[3,4-d]pyrimidin-6-one C1(CC1)C1=C(C(=CC=C1)F)N1CCC(CC1)N1C(N(C=2C(C1)=CN(N2)C)CC2=C(C=CC=C2)C(F)(F)F)=O